[Br-].[Br-].[Ti+2] titanium dibromide